7-fluoro-1,3-dioxoisoindolin-4-yl-acetamide Selenium-mercury [Hg].[Se].FC=1C=CC(=C2C(NC(C12)=O)=O)CC(=O)N